ClC=1C=CC=2N=CN=C(C2N1)NC1=CC(=C(C=C1)OCC(F)F)Cl 6-Chloro-N-(3-chloro-4-(2,2-difluoroethoxy)phenyl)pyrido[3,2-d]pyrimidin-4-amine